CON(C(=O)C12C3C4C5(C(C14)C2C53)NC(OC(C)(C)C)=O)C tert-butyl {4-[methoxy(methyl)carbamoyl]cuban-1-yl}carbamate